OC1=CC=C2C(C=C(OC2=C1)C1=C(C=CC=C1)O)=O 7,2'-Dihydroxyflavone